C(CCC)OP(=O)(OCCCC)O.C(C1=CC=CC=C1)CC1=CC=CC=C1 Benzyltoluene Dibutyl-phosphate